SC1=CC(=NC(=C1)C(=O)O)C(=O)O 4-mercaptopyridine-2,6-dicarboxylic acid